5-(2-(4-((2-(2-(1-(azetidin-3-yl)piperidin-4-yl)-2,7-diazaspiro[3.5]Non-7-yl)pyrimidin-4-yl)methoxy)phenyl)prop-2-yl)-3-chloro-2-(2-chloroethoxy)benzonitrile N1CC(C1)N1CCC(CC1)N1CC2(C1)CCN(CC2)C2=NC=CC(=N2)COC2=CC=C(C=C2)C(C)(C)C=2C=C(C(=C(C#N)C2)OCCCl)Cl